7-(1-(3-Chlorophenyl)-3-(4,5-dihydro-oxazol-2-yl)-7-oxo-1,4,5,7-tetrahydro-6H-pyrazolo[3,4-c]pyridin-6-yl)-2-methyl-3,4-dihydro-isoquinolin-1(2H)-one ClC=1C=C(C=CC1)N1N=C(C2=C1C(N(CC2)C2=CC=C1CCN(C(C1=C2)=O)C)=O)C=2OCCN2